C(C1=CC=CC=C1)OC(=O)N([C@H](C(=O)OCC1=CC=CC=C1)CC(=O)SCC)C benzyl (S)-2-(((benzyloxy)carbonyl)(methyl)amino)-4-(ethylthio)-4-oxobutanoate